CN(CCCCCCCC)C dimethylmonon-octylamine